C(CCCCCCCCCCC)C(=O)[C@H](O)[C@@H](O)[C@H](O)[C@H](O)CO lauryl-dextrose